NC1=NC=2C=CC(=CC2C2=C1COC2)C(=O)N(CC2=NC=C(C=C2)OC(F)(F)F)CC2CC2 4-amino-N-(cyclopropylmethyl)-N-((5-(trifluoromethoxy)-2-pyridinyl)methyl)-1,3-dihydrofuro[3,4-c]quinoline-8-carboxamide